tert-butyl N-[(3-bromo-4-methyl-phenyl)methyl]carbamate BrC=1C=C(C=CC1C)CNC(OC(C)(C)C)=O